C(C)C(C(=O)OCCCCCCCCCCCCCCCC)CCCC Cetyl 2-ethylcaproate